(S)-N-(amino(5-((dimethylamino)methyl)-3-fluorothiophen-2-yl)(oxo)-λ6-sulfaneylidene)-2-(6-(difluoromethyl)-2,4-diisopropylpyridin-3-yl)acetamide N[S@@](=NC(CC=1C(=NC(=CC1C(C)C)C(F)F)C(C)C)=O)(=O)C=1SC(=CC1F)CN(C)C